CN1N=C2N=C(C=C(C2=C1)CN1CCCC1)C=1C=C2CN(C(C2=CC1)=O)C1C(NC(CC1)=O)=O 3-(5-(2-methyl-4-(pyrrolidin-1-ylmethyl)-2H-pyrazolo[3,4-b]pyridin-6-yl)-1-oxoisoindolin-2-yl)piperidine-2,6-dione